C12(CC3CC(CC(C1)C3)C2)CC=2NC(=NN2)C(=O)NC2=NC=CC(=C2)C2=C(C=CC(=C2)OCCCC(C)(C)O)C 5-(adamantan-1-ylmethyl)-N-(4-(5-((4-hydroxy-4-methylpentyl)oxy)-2-methylphenyl)pyridin-2-yl)-4H-1,2,4-triazole-3-carboxamide